1-(3-phenylpropyl)pyrimidine-2,4(1h,3h)-dione C1(=CC=CC=C1)CCCN1C(NC(C=C1)=O)=O